N-(5-(6-(cyclopropylmethoxy)-[1,2,4]triazolo[1,5-a]pyridin-2-yl)-8-(methylamino)-2,7-naphthyridin-3-yl)cyclopropanecarboxamide C1(CC1)COC=1C=CC=2N(C1)N=C(N2)C2=C1C=C(N=CC1=C(N=C2)NC)NC(=O)C2CC2